(1S,4r)-7'-oxo-N-((S)-7-oxo-1-(5-phenyl-1H-imidazol-2-yl)nonyl)-7'H-spiro[cyclohexane-1,5'-furo[3,4-b]pyridine]-4-carboxamide O=C1OC2(C=3C1=NC=CC3)CCC(CC2)C(=O)N[C@@H](CCCCCC(CC)=O)C=2NC(=CN2)C2=CC=CC=C2